1,1'-(oxybis(ethyl-2-yl))bis(1-methylpyrrolidinium) dichloride salt [Cl-].[Cl-].O(CC[N+]1(CCCC1)C)CC[N+]1(CCCC1)C